2-(Quinolin-4-yl)ACETIC ACID N1=CC=C(C2=CC=CC=C12)CC(=O)O